4-isopropylisophthalaldehyde C(C)(C)C1=C(C=C(C=O)C=C1)C=O